1-(2,2-Difluoropropyl)-7-methoxy-N-(4-methoxybenzyl)-1H-imidazo[4,5-c]pyridin-6-amine FC(CN1C=NC=2C=NC(=C(C21)OC)NCC2=CC=C(C=C2)OC)(C)F